methyl 2',4'-difluoro-5'-nitro-[1,1'-biphenyl]-4-carboxylate FC1=C(C=C(C(=C1)F)[N+](=O)[O-])C1=CC=C(C=C1)C(=O)OC